C1(CC1)OC1=C(C=NC(=C1)NC1=NC(=NC(=C1)NCC1=C(C=C(C=C1)OC)OC)C(F)F)C=1C=NN(C1)[C@@H]1CN(CC1)C(=O)OC(C)(C)C tert-butyl (S)-3-(4-(4-cyclopropoxy-6-((2-(difluoro methyl)-6-((2,4-dimethoxybenzyl)amino)pyrimidin-4-yl)amino)pyridin-3-yl)-1H-pyrazol-1-yl)pyrrolidine-1-carboxylate